C(C)(C)(C)OC(CC1(CCN(CC1)C1=CC(=C(C=C1)NC1C(NC(CC1)=O)=O)F)O)=O 2-[1-[4-[(2,6-dioxo-3-piperidinyl)amino]-3-fluoro-phenyl]-4-hydroxy-4-piperidinyl]acetic acid tert-butyl ester